tert-butyl 1-{[(Z)-(1-{2-[(tert-butoxycarbonyl)amino]-1,3-thiazol-4-yl}-2-oxo-2-{[(4S)-3-oxo-1,2-oxazolidin-4-yl]amino}ethylidene)amino]oxy}-3,3-dimethylcyclobutane-1-carboxylate C(C)(C)(C)OC(=O)NC=1SC=C(N1)/C(/C(N[C@@H]1C(NOC1)=O)=O)=N/OC1(CC(C1)(C)C)C(=O)OC(C)(C)C